tert-Butyl 2-((((9H-fluoren-9-yl)methoxy) carbonyl)(methyl)amino)-3-(5-fluoropyridin-3-yl)propanoate C1=CC=CC=2C3=CC=CC=C3C(C12)COC(=O)N(C(C(=O)OC(C)(C)C)CC=1C=NC=C(C1)F)C